5-chloropyridinecarbonitrile ClC=1C=CC(=NC1)C#N